CC1=C(C(=NO1)C=1C=NC(=CC1)C)COC1=CC=C(N=N1)C(=O)N[C@@H]1COCC1 (S)-6-((5-Methyl-3-(6-methylpyridin-3-yl)isoxazol-4-yl)methoxy)-N-(tetrahydrofuran-3-yl)pyridazin-3-carboxamid